indol-4-yl 1-methylazetidine-3-carboxylate CN1CC(C1)C(=O)OC1=C2C=CNC2=CC=C1